N1(C=NC=C1)CCCNC1=CC(=NC=C1C1=NN(C=C1)C(F)F)NC1=NC(=NC=C1)C=1C=NN(C1)S(=O)(=O)C1CC1 N4-(3-(1H-Imidazol-1-yl)propyl)-N2-(2-(1-(cyclopropylsulfonyl)-1H-pyrazol-4-yl)pyrimidin-4-yl)-5-(1-(difluoromethyl)-1H-pyrazol-3-yl)pyridine-2,4-diamine